3,6-dimethyl-2-(3-methylbutenyl)octahydrobenzofuran-3-ol CC1(C(OC2C1CCC(C2)C)C=CC(C)C)O